C(C)(C)NC=1N=C(C2=C(N1)NC(=C2)C)C2=CC=CC=C2 N-isopropyl-6-methyl-4-phenyl-7H-pyrrolo[2,3-d]pyrimidin-2-amine